IC=1C=NN(C1)CC1CCN(CC1)C 4-((4-Iodo-1H-pyrazol-1-yl)methyl)-1-methylpiperidine